Tert-butyl N-[(1S,2S)-2-[[4-[6-(3,5-dimethylisoxazol-4-yl)-1-tetrahydropyran-2-yl-pyrazolo[3,4-b]pyridin-3-yl]-5-(trifluoromethyl)pyrimidin-2-yl]amino]cyclopentyl]carbamate CC1=NOC(=C1C1=CC=C2C(=N1)N(N=C2C2=NC(=NC=C2C(F)(F)F)N[C@@H]2[C@H](CCC2)NC(OC(C)(C)C)=O)C2OCCCC2)C